(2E)-2,3-dibromo-4-[(butyryl)oxy]but-2-en-1-yl propionate C(CC)(=O)OC/C(=C(/COC(CCC)=O)\Br)/Br